6-[1-(2-{6-azaspiro[2.5]octan-6-yl}-4-bromophenyl)-1H-1,2,3-triazol-4-yl]-2-(4,4-difluoropiperidin-1-yl)pyrimidin C1CC12CCN(CC2)C2=C(C=CC(=C2)Br)N2N=NC(=C2)C2=CC=NC(=N2)N2CCC(CC2)(F)F